CO[Si](CCCN=C(N(C)C)N(C)C)(C)C 2-[3-(methoxydimethylsilyl)propyl]-1,1,3,3-tetramethylguanidine